N,N'-decamethylenebismaleimide C1(C=CC(N1CCCCCCCCCCN1C(C=CC1=O)=O)=O)=O